C(CC)C(=C(C(=O)O)CCC)OC=CC(=O)O.OCC(C)(CO)C neopentyl glycol dipropyloxydiacrylate